3-((5,6-dichloro-1-isopropyl-1H-benzo[d]imidazol-2-yl)amino)-N-hydroxybenzamide ClC1=CC2=C(N(C(=N2)NC=2C=C(C(=O)NO)C=CC2)C(C)C)C=C1Cl